CC1=CC(=NC=C1C#N)N1N=CC(=C1)CN1CC(C(CC1)=O)C=1C(=C2COC(C2=CC1)=O)C 4-methyl-6-(4-((3-(4-methyl-1-oxo-1,3-dihydroisobenzofuran-5-yl)-4-oxopiperidin-1-yl)methyl)-1H-pyrazol-1-yl)nicotinonitrile